3-amino-4-hydroxycyclohexanecarboxylic acid ethyl ester C(C)OC(=O)C1CC(C(CC1)O)N